(S)-4-(4-fluoropyrazolo[1,5-a]pyridin-2-yl)-5-(pyridin-2-yl)-4,5,6,7-tetrahydro-1H-imidazo[4,5-c]pyridine FC=1C=2N(C=CC1)N=C(C2)[C@H]2N(CCC1=C2N=CN1)C1=NC=CC=C1